L-glutamic acid dibenzyl ester C(C1=CC=CC=C1)OC([C@@H](N)CCC(=O)OCC1=CC=CC=C1)=O